2-(4-((5-cyclopropyl-3-(3,5-dichloropyridin-4-yl)isoxazol-4-yl)methoxy)bicyclo[2.2.2]octan-1-yl)-4-fluorobenzo[d]thiazole-6-carboxylic acid C1(CC1)C1=C(C(=NO1)C1=C(C=NC=C1Cl)Cl)COC12CCC(CC1)(CC2)C=2SC1=C(N2)C(=CC(=C1)C(=O)O)F